Methyl 2α-acetoxy-3β-hydroxy-7β-methoxymethoxyl-5β-cholanoate C(C)(=O)O[C@H]1[C@@H](C[C@H]2C[C@@H]([C@H]3[C@@H]4CC[C@H]([C@@H](CCC(=O)OC)C)[C@]4(CC[C@@H]3[C@]2(C1)C)C)OCOC)O